6-(3-(2,3-difluorophenoxy)-7,8-dihydro-1,6-naphthyridin-6(5H)-yl)-5-methylpyridazine FC1=C(OC=2C=NC=3CCN(CC3C2)C2=C(C=CN=N2)C)C=CC=C1F